N-Benzoylproline C(C1=CC=CC=C1)(=O)N1[C@@H](CCC1)C(=O)O